N-(3-carbamoyltetrahydro-2H-pyran-3-yl)-2-methyl-5-((2-methylthiazol-5-yl)methoxy)benzofuran-3-carboxamide C(N)(=O)C1(COCCC1)NC(=O)C1=C(OC2=C1C=C(C=C2)OCC2=CN=C(S2)C)C